(2R,3S)-1-benzhydryl-2-methylazetidin-3-ol C(C1=CC=CC=C1)(C1=CC=CC=C1)N1[C@@H]([C@H](C1)O)C